O=C1C(=CNC2=CC=CC=C12)C(=O)O 4-oxo-1,4-dihydro-3-quinolinecarboxylic acid